ethyl 5-amino-6-(5-chloro-1-tetrahydropyran-2-yl-indazol-4-yl)-2-phenyl-pyrimidine-4-carboxylate NC=1C(=NC(=NC1C1=C2C=NN(C2=CC=C1Cl)C1OCCCC1)C1=CC=CC=C1)C(=O)OCC